FC=1C=C2C(=NC1)NN=C2C(=O)O 5-fluoro-1H-pyrazolo[3,4-B]pyridine-3-formic acid